C1N(CCC2=CC=CC=C12)C[C@H](CN1C(C2=CC=C(C=C2CC1)C=1C=NC(=CC1)F)=O)O 2-[(2R)-3-(3,4-dihydro-1H-isoquinolin-2-yl)-2-hydroxy-propyl]-6-(6-fluoro-3-pyridinyl)-3,4-dihydroisoquinolin-1-one